C(CC)OCCCN 3-propoxypropylamine